ethyl 2-(2-((6-(3-(aminomethyl)-2-fluorophenyl)benzofuran-3-yl)methoxy)phenyl)acetate NCC=1C(=C(C=CC1)C1=CC2=C(C(=CO2)COC2=C(C=CC=C2)CC(=O)OCC)C=C1)F